N[C@H](C(=O)O)C(C)C1=CC=NC=C1 (2S)-2-Amino-3-pyridin-4-ylbutanoic acid